ClC=1C(=NC=CC1C1=NNC2=NC(=CN=C21)N2C[C@@H]1[C@]([C@@H]1CC2)(C2=C(C=CC=C2)F)CN)N2C=CC=C2 ((1S,6R,7R)-3-(3-(3-chloro-2-(1H-pyrrol-1-yl)pyridin-4-yl)-1H-pyrazolo[3,4-b]pyrazin-6-yl)-7-(2-fluorophenyl)-3-azabicyclo[4.1.0]heptan-7-yl)methanamine